[N+](=O)([O-])C=1C=CC(=NC1)N1CC2CCC(C1)O2 3-(5-nitropyridin-2-yl)-8-oxa-3-azabicyclo[3.2.1]octane